FC1([C@@H](C1)N1C=NC2=C1C=C(C(=C2)C#CC2=NN(C(=C2C(=O)N)NC)[C@@H]2CN([C@H](C2)COC)C(C=C)=O)F)F 3-{2-[1-((R)-2,2-difluorocyclopropyl)-6-fluoro-1,3-benzodiazol-5-yl]ethynyl}-1-[(3S,5R)-5-(methoxymethyl)-1-(prop-2-enoyl)pyrrolidin-3-yl]-5-(methylamino)pyrazole-4-carboxamide